2-{[(4-methoxy-2-methylpyridin-3-yl)methyl]sulfanyl}-3H,5H,6H,7H-cyclopenta[d]pyrimidin-4-one COC1=C(C(=NC=C1)C)CSC=1NC(C2=C(N1)CCC2)=O